propyl-(benzyl)dipentoxysilane C(CC)[Si](OCCCCC)(OCCCCC)CC1=CC=CC=C1